C(C)OC(=O)C1C(C2(C1)CCC2)C2=CC1=CC=CC=C1C=C2 1-(Naphthalen-2-yl)spiro[3.3]heptane-2-carboxylic acid ethyl ester